(1R,3R)-2-(bicyclo[1.1.1]pentan-1-yl)-1-(4-bromophenyl)-3-methyl-2,3,4,9-tetrahydro-1H-pyrido[3,4-b]indole C12(CC(C1)C2)N2[C@@H](C=1NC3=CC=CC=C3C1C[C@H]2C)C2=CC=C(C=C2)Br